2-chloro-N1-(4-chloro-3-(pyridin-2-yl)phenyl)-N4-propylterephthalamide ClC1=C(C(=O)NC2=CC(=C(C=C2)Cl)C2=NC=CC=C2)C=CC(=C1)C(=O)NCCC